CN1N=NC(=C1NC(O[C@H](CF)C1=C(C=CC(=C1)F)F)=O)C1=NC(=C(C=C1)NS(=O)(=O)C)C (S)-1-(2,5-difluorophenyl)-2-fluoroethyl (1-methyl-4-(6-methyl-5-(methylsulfonamido) pyridin-2-yl)-1H-1,2,3-triazol-5-yl)carbamate